FC=1C=C(C=C(C1)F)[C@@H]1CC[C@H]2OC3(C(N21)=O)CCN(CC3)C(=O)C3=NC(=C(C=C3)C)C (5'S,7a'R)-5'-(3,5-difluorophenyl)-1-(5,6-dimethylpyridine-2-carbonyl)tetrahydro-3'H-spiro[piperidine-4,2'-pyrrolo[2,1-b][1,3]oxazol]-3'-one